(1-(((tert-butyldiphenylsilyl)oxy)methyl)cyclopropyl)methylamine [Si](C1=CC=CC=C1)(C1=CC=CC=C1)(C(C)(C)C)OCC1(CC1)CN